FC1=C(C(=CC(=C1)I)F)C(C(=O)OCC)C(=O)OCC Diethyl 2-(2,6-difluoro-4-iodophenyl)malonate